CC1=CC(=NS1)CC#N 2-(5-methylisothiazol-3-yl)acetonitrile